FC(C(C(C(C(C(C(C(=O)Cl)(F)F)(F)F)(F)F)(F)F)(F)F)(F)F)(CC(F)(F)F)F heptadecafluoro-1-decanoyl chloride